(R)-1-methyl-5-((5-(quinoxalin-6-yl)-7H-pyrrolo[2,3-d]pyrimidin-2-yl)amino)piperidin-2-one CN1C(CC[C@H](C1)NC=1N=CC2=C(N1)NC=C2C=2C=C1N=CC=NC1=CC2)=O